CC(C)(C)S(=O)(=O)Cl 2-methylpropane-2-sulfonyl chloride